NC1=C2C(=NC=N1)N(N=C2C2=CC(=C(C=C2)OC)F)C2CN(CC2)C(C=C)=O (3-(4-amino-3-(3-fluoro-4-methoxyphenyl)-1H-pyrazolo[3,4-d]pyrimidin-1-yl)pyrrolidin-1-yl)prop-2-en-1-one